CC1=CC=CC2=C1NC(=N2)C2=CC=CC=C2 7-methyl-2-phenyl-1H-benzo[d]imidazole